C(N)(=N)NN=CC=1C=C(C=CC1F)NC(C1=C(C=C(C=C1)C(F)(F)F)OC1=C(C=C(C=C1)F)C)=O N-(3-((2-carbamimidoyl-hydrazono)methyl)-4-fluorophenyl)-2-(4-fluoro-2-methylphenoxy)-4-(trifluoromethyl)benzamide